C1(CC1)NC(C1=C(C=C(C=C1OC)C1=CN=C2N1C=CC(=C2)OCCCN2CC1(C2)CC(C1)O)OC(F)F)=O N-cyclopropyl-2-(difluoromethoxy)-4-[7-[3-(6-hydroxy-2-azaspiro[3.3]heptan-2-yl)propoxy]imidazo[1,2-a]pyridin-3-yl]-6-methoxy-benzamide